1,3-dimethyl-imidazol-2-one CN1C(N(C=C1)C)=O